(±)-5-Chloro-6-[(2-oxooxazolidin-5-yl)methoxy]-1H-indole-2-carboxylic acid ClC=1C=C2C=C(NC2=CC1OC[C@H]1CNC(O1)=O)C(=O)O |r|